C(C)C1(OC2=C(C1=O)C=CC(=C2)NC2=NC=C(C(=N2)N[C@H](CO)C2=CC=CC=C2)C=2OC=NN2)CC (S)-2,2-diethyl-6-(4-(2-hydroxy-1-phenylethylamino)-5-(1,3,4-oxadiazol-2-yl)pyrimidin-2-ylamino)benzofuran-3(2H)-one